6-(2-{5-chloro-2-oxo-1,2-dihydrospiro[indole-3,4'-piperidin]-1'-yl}ethoxy)-1-methyl-3,4-dihydro-1H-2lambda6,1-benzothiazine-2,2-dione ClC=1C=C2C(=CC1)NC(C21CCN(CC1)CCOC=1C=CC2=C(CCS(N2C)(=O)=O)C1)=O